8-[(1R)-1-[(2-chloro-3-pyridinyl)amino]ethyl]-3,6-dimethyl-2-(3-pyridinyl)benzopyran-4-one ClC1=NC=CC=C1N[C@H](C)C1=CC(=CC=2C(C(=C(OC21)C=2C=NC=CC2)C)=O)C